C(CCCC)OC(C1=CC(=CC=C1)OC)=O 3-methoxybenzoic acid n-pentylester